(R)-7-[2-[3-(1-amino-7-isoquinolinyl)-4-methyl-phenyl]ethynyl]-5,6-dihydrocyclopenta[b]pyridin-7-ol NC1=NC=CC2=CC=C(C=C12)C=1C=C(C=CC1C)C#C[C@@]1(CCC=2C1=NC=CC2)O